NC1CCN(CC1)C(CCCNC=1C=C2CN(C(C2=CC1)=O)C1C(NC(CC1)=O)=O)=O 3-(5-((4-(4-aminopiperidin-1-yl)-4-oxobutyl)amino)-1-oxoisoindolin-2-yl)piperidine-2,6-dione